2-(Hydroxymethyl)-2-Methylpentanoic Acid OCC(C(=O)O)(CCC)C